di(hydrogen sulfate)-trihydrate O.O.O.S(=O)(=O)(O)O.S(=O)(=O)(O)O